C1OCC12CN(C2)C2CCN(CC2)C2=CC=C(C=C2)C2=NNC=1C2=NN(C(C1)=O)C1=C(C=CC=C1C)F 3-(4-(4-(2-oxa-6-azaspiro[3.3]heptan-6-yl)piperidin-1-yl)phenyl)-5-(2-fluoro-6-methylphenyl)-1H-pyrazolo[4,3-c]pyridazin-6(5H)-one